NC1=C(C(C(O1)C1=C(C=CC=C1)Cl)=O)O 5-amino-4-hydroxy-2-(2-chlorophenyl)-furan-3-one